N-(3-methoxybenzyl)carboxamide COC=1C=C(CNC=O)C=CC1